[Cl-].C1(=CC=CC=C1)C(C(=O)OC1CC2CCC(C1)[N+]21CCCC1)(OC(CCCCCCCCCCCCC)=O)C1=CC=CC=C1 3-(2,2-Diphenyl-2-(tetradecanoyloxy)acetoxy)spiro[bicyclo[3.2.1]octane-8,1'-pyrrolidin]-8-ium chloride